dimethyl-biphenylenediamine CC=1C(=C(C(=C2C3=CC=CC=C3C12)N)N)C